(6-(2-(tert-Butyl)benzyl)-2-azaspiro[3.3]heptan-2-yl)((1s,3s)-3-hydroxy-3-methylcyclobutyl)methanon C(C)(C)(C)C1=C(CC2CC3(CN(C3)C(=O)C3CC(C3)(C)O)C2)C=CC=C1